ClC1=NC=C(C=C1)C=1C=C(C[C@H](NC)C(=O)O)C=CC1 3-(2-chloro-5-pyridyl)-N-methyl-L-phenylalanine